p-tolyl-dioxirane C1(=CC=C(C=C1)C1OO1)C